O1CCC[C@@]12[C@H](CCC2)N2N=CC(=C2)C=2C(=C(C=CC2)NC2=CC(=NC=C2C(=O)N)NC(=O)C2CC2)OC 4-((3-(1-((5S,6S)-1-oxaspiro[4.4]nonan-6-yl)-1H-pyrazol-4-yl)-2-methoxyphenyl)amino)-6-(cyclopropanecarboxamido)nicotinamide